Cl.CN(CCOC[C@H](O)C1=CC2=C(SC=C2)C=C1)C (-)-R-α-[[2-(dimethylamino)ethoxy]methyl]benzo[b]thiophene-5-methanol hydrochloride